O[C@H](C)C=1C(=NC(=CC1)C=1C=NN2C1C=CC(=C2)NC=2N=NC(=CC2)CN2CC(C2)OC)N2N=C(C=C2C)C#N 1-[3-[(1R)-1-hydroxyethyl]-6-[6-[[6-[(3-methoxyazetidin-1-yl)methyl]pyridazin-3-yl]amino]pyrazolo[1,5-a]pyridin-3-yl]pyridin-2-yl]-5-methylpyrazole-3-carbonitrile